NC1=C2C(=NC=N1)N(N=C2C2=CC=C(C=C2)OC2=CC=CC=C2)[C@H]2CN(CCC2)CC2CCN(CC2)CC2CCN(CC2)C2=CC=C(C(=O)NC1C(NC(CC1)=O)=O)C=C2 4-(4-((4-(((R)-3-(4-amino-3-(4-phenoxyphenyl)-1H-pyrazolo[3,4-d]pyrimidin-1-yl)piperidin-1-yl)methyl)piperidin-1-yl)methyl)piperidin-1-yl)-N-(2,6-dioxopiperidin-3-yl)benzamide